Methyl (S)-2-((4-(2-((2,4-dichlorophenoxy)methyl)oxazole-5-carbonyl)piperazin-1-yl)methyl)-1-(oxetan-2-ylmethyl)-1H-benzo[d]imidazole-6-carboxylate ClC1=C(OCC=2OC(=CN2)C(=O)N2CCN(CC2)CC2=NC3=C(N2C[C@H]2OCC2)C=C(C=C3)C(=O)OC)C=CC(=C1)Cl